FC(CC=1C=C2C(=NC=NC2=CC1)NCC=1N=NNC1)(F)F 4-(((6-(2,2,2-trifluoroethyl)quinazolin-4-yl)amino)methyl)-1H-1,2,3-triazol